(4-((3-(7-(((3S,4R)-3-fluoropiperidin-4-yl)amino)-3-(2,2,2-trifluoroethyl)benzo[b]thiophen-2-yl)prop-2-yn-1-yl)amino)-3-methoxyphenyl)dimethylphosphine oxide F[C@H]1CNCC[C@H]1NC1=CC=CC2=C1SC(=C2CC(F)(F)F)C#CCNC2=C(C=C(C=C2)P(C)(C)=O)OC